BrC1=C2C=NN(C2=CC(=C1C1(CC1)O)Cl)C1OCCCC1 1-(4-bromo-6-chloro-1-(tetrahydro-2H-pyran-2-yl)-1H-indazol-5-yl)cyclopropan-1-ol